[N].[Zr].[Cr] chromium zirconium nitrogen